3-methyl-5-(4-propylphenyl)-2-[(4-propylphenyl)ethynyl]thieno[3,2-b]thiophene CC=1C2=C(SC1C#CC1=CC=C(C=C1)CCC)C=C(S2)C2=CC=C(C=C2)CCC